[C@H]12CN(C[C@H](CC1)N2)C=2C=CC(=C(C(=O)N[C@H](C)C1=CC(=CC(=C1)C=1C=NN(C1)C)C1=NN(C=C1)CC)C2)C 5-((1R,5S)-3,8-diazabicyclo[3.2.1]octan-3-yl)-N-((R)-1-(3-(1-ethyl-1H-pyrazol-3-yl)-5-(1-methyl-1H-pyrazol-4-yl)phenyl)ethyl)-2-methylbenzamide